NC1=C(C2=C(S1)CCC2)C(=O)NC2=CC=C(C=C2)C#N 2-amino-N-(4-cyanophenyl)-5,6-dihydro-4H-cyclopenta[b]Thiophene-3-carboxamide